CC=1N=CN(C1C(C)C1=CC=C(N)C=C1)COCC[Si](C)(C)C 4-(1-(4-methyl-1-((2-(trimethylsilyl)ethoxy)methyl)-1H-imidazol-5-yl)ethyl)aniline